dl-2,4,6-triisopropylphenylcarbodiimide C(C)(C)C1=C(C(=CC(=C1)C(C)C)C(C)C)N=C=N